BrC1=CC=C(C=C1)S(=O)(=O)C=1C=C(C(=O)OC)C=C(C1)Cl methyl 3-(4-bromophenyl)sulfonyl-5-chloro-benzoate